OC1=C(C=CC=C1)C#CC1=C(C#N)C=CC=C1 ((2-hydroxyphenyl)ethynyl)benzonitrile